N(=[N+]=[N-])C1=CC=C(CNC=2C=NC(=C(C(=O)N)C2)OC)C=C1 5-((4-Azidobenzyl)amino)-2-methoxynicotinamide